C1CN(CCC12CCNCC2)C(=O)[O-] 3,9-diazaspiro[5.5]undecane-3-carboxylate